C(C)C=1C=CC=C2C(=CNC12)C(C(C1=CC=CC=C1)NCCC1=CC=C(C=C1)S(=O)(=O)N)=O 4-[2-[[2-(7-Ethyl-1H-Indole-3-yl)-2-oxo-1-phenylethyl]amino]ethyl]benzenesulfonamide